(1R,2S,5S)-N-[cyano-[4-(trifluoromethyl)-3-pyridyl]methyl]-3-[(2S)-3,3-dimethyl-2-[(2,2,2-trifluoroacetyl)amino]butanoyl]-6,6-dimethyl-3-azabicyclo[3.1.0]hexane-2-carboxamide C(#N)C(NC(=O)[C@@H]1[C@H]2C([C@H]2CN1C([C@H](C(C)(C)C)NC(C(F)(F)F)=O)=O)(C)C)C=1C=NC=CC1C(F)(F)F